ClC1=CC=2N(C3=CC=CC=C3SC2C=C1)C(=O)C1=CC=C(OCCOCCOCCOCCNC(OC(C)(C)C)=O)C=C1 tert-butyl (2-(2-(2-(2-(4-(2-chloro-10H-phenothiazine-10-carbonyl)phenoxy)ethoxy)ethoxy)ethoxy)ethyl)carbamate